furoindoline N1CCC2=CC=C3C(=C12)C=CO3